8-chloro-1-(4,4-difluoro-1-methylpyrrolidin-3-yl)-2-{[4-(methoxymethyl)-1H-1,2,3-triazol-1-yl]methyl}-1H-imidazo[4,5-c]quinoline ClC1=CC=2C3=C(C=NC2C=C1)N=C(N3C3CN(CC3(F)F)C)CN3N=NC(=C3)COC